P(=O)(OC)(OC)F Dimethyl Monofluorophosphate